CC1(OB(OC1(C)C)C=1CCOC(C1)C1=CC(=NC=C1)C(F)(F)F)C 4-[4-(4,4,5,5-tetramethyl-1,3,2-dioxaborolan-2-yl)-3,6-dihydro-2H-pyran-6-yl]-2-(trifluoromethyl)pyridine